FC1=C(C(=C(C(=C1C[B-](CC1=C(C(=C(C(=C1F)F)F)F)F)(CC1=C(C(=C(C(=C1F)F)F)F)F)CC1=C(C(=C(C(=C1F)F)F)F)F)F)F)F)F.COC1=C(C2=CC=CC=C2C=C1)[S+](C)C1=C(C=CC2=CC=CC=C12)OC di-(methoxynaphthyl)-methyl-sulfonium tetrakis-(penta-fluorobenzyl)borate